N[C@@H]1[C@@H](OCC12CCN(CC2)C2=CN=C1ON(ONC1=N2)C=2C(=C(C=CC2)NC(=O)C2=NC=CN=C2)Cl)C N-(3-(7-((3S,4S)-4-amino-3-methyl-2-oxa-8-azaspiro[4.5]decane-8-yl)-2,4-dioxa-1,2-dihydropteridine-3(4H)-yl)-2-chlorophenyl)pyrazine-2-carboxamide